CC1=C(C(=NC=C1)C1=C(C=CC=C1)F)C1=CC=CC=C1 (methyl)(phenyl)(fluorophenyl)pyridine